1-(4-vinylphenyl)-1H-pyrazole C(=C)C1=CC=C(C=C1)N1N=CC=C1